ethyl 2-(5-(1-bromoethyl)-7-cyanobenzo[b]thiophen-2-yl)-4-methylthiazole-5-carboxylate BrC(C)C1=CC2=C(SC(=C2)C=2SC(=C(N2)C)C(=O)OCC)C(=C1)C#N